2-[2-(trifluoromethoxy)ethoxy]Ethanol Methyl-5-(4-bromo-5-methylthiophen-2-yl)-2-methyl-2H-1,2,6-thiadiazine-3-carboxylate CC1=C(N(SN=C1C=1SC(=C(C1)Br)C)C)C(=O)OCCOCCOC(F)(F)F